FC1=CC=C(C=C1)S(=O)(=O)C1N(CCNC1)C1(C(C=C(C=C1)C=CC=O)OC)OCC#C 4-(((4-fluorophenyl)sulfonyl)piperazin-1-yl)-3-(3-methoxy-4-(prop-2-yn-1-yloxy)phenyl)prop-2-en-1-one